6,6-difluoro-2-hydroxy-N-methylheptanamide FC(CCCC(C(=O)NC)O)(C)F